3-(4,4-diethyl-2-imino-6-oxo-hexahydropyrimidin-1-yl)-N-[(3S,4R)-3-hydroxy-3-methyl-chroman-4-yl]-2,2-bis(methoxymethyl)-3H-benzofuran-5-carboxamide C(C)C1(NC(N(C(C1)=O)C1C(OC2=C1C=C(C=C2)C(=O)N[C@H]2[C@](COC1=CC=CC=C21)(C)O)(COC)COC)=N)CC